2-ethyl-1,4-benzoquinone C(C)C=1C(C=CC(C1)=O)=O